O1COC2=C1C=CC(=C2)C2=CC=C(C1=CC=CC=C21)OCCCC(=O)N2CCOCC2 4-(1-(benzo[d][1,3]dioxol-5-yl)naphthalen-4-yloxy)-1-morpholinobutan-1-one